C(C)(C)(C)OC(=O)N[C@H](C(=O)OC(C)(C)C)CC1=CC=C(C=C1)\C(\N)=N/O tert-butyl (S,E)-2-((tert-butoxycarbonyl) amino)-3-(4-(N'-hydroxycarbamimidoyl) phenyl)propanoate